methyl (S)-4,4-difluoro-1-(6-((3-(o-tolyl)propioloyl)oxy)pyridin-2-yl)pyrrolidine-2-carboxylate FC1(C[C@H](N(C1)C1=NC(=CC=C1)OC(C#CC1=C(C=CC=C1)C)=O)C(=O)OC)F